N-(9-((2R,4S,5R)-5-((bis(4-methoxyphenyl)(phenyl)methoxy)methyl)-4-hydroxytetrahydrofuran-2-yl)-8-oxo-8,9-dihydro-7H-purin-6-yl)benzamide COC1=CC=C(C=C1)C(OC[C@@H]1[C@H](C[C@@H](O1)N1C2=NC=NC(=C2NC1=O)NC(C1=CC=CC=C1)=O)O)(C1=CC=CC=C1)C1=CC=C(C=C1)OC